C(C=C)(=O)NC=1C=CC(=C(C1)NC1=NC(=NC=C1NC(C1=CC=CC=C1)=O)NC=1C=NN(C1)C)F N-(4-((5-acrylamido-2-fluorophenyl)amino)-2-((1-methyl-1H-pyrazol-4-yl)amino)pyrimidin-5-yl)benzamide